(2S)-2-{2-[2-(4-{2-Azatricyclo[10.4.0.04,9]hexadeca-1(12),4(9),5,7,13,15-hexaen-10-yn-2-yl}-4-oxobutanamido)acetamido]acetamido}-3-phenyl-propanoic Acid C1=2N(CC=3C=CC=CC3C#CC2C=CC=C1)C(CCC(=O)NCC(=O)NCC(=O)N[C@H](C(=O)O)CC1=CC=CC=C1)=O